(1R,2S,5S)-N-(cyano(5-methoxypyridin-3-yl)methyl)-3-((S)-3,3-dimethyl-2-(2,2,2-trifluoroacetamido)butanoyl)-6,6-dimethyl-3-azabicyclo[3.1.0]hexane-2-carboxamide C(#N)C(NC(=O)[C@@H]1[C@H]2C([C@H]2CN1C([C@H](C(C)(C)C)NC(C(F)(F)F)=O)=O)(C)C)C=1C=NC=C(C1)OC